6-(2-carboxy-5-{[(2,5-dioxo-1-pyrrolidinyl)oxy]carbonyl}phenyl)-9-iminio-2,2,4-trimethyl-12-sulfo-1,3,4,9-tetrahydro-2H-chromeno[3,2-g]quinoline-10-sulfonate C(=O)(O)C1=C(C=C(C=C1)C(=O)ON1C(CCC1=O)=O)C1=C2C=CC(C(=C2OC2=C1C=C1C(CC(NC1=C2S(=O)(=O)O)(C)C)C)S(=O)(=O)[O-])=[NH2+]